(7S)-2-Benzyl-3-cyclohexyl-7-methyl-3H,6H,7H,8H,9H-imidazo[4,5-f]chinolin C(C1=CC=CC=C1)C=1N(C=2C(=C3CC[C@@H](NC3=CC2)C)N1)C1CCCCC1